3-morpholinylcyclobutane-1-carboxamide N1(CCOCC1)C1CC(C1)C(=O)N